peroxyglutaric acid C(CCCC(=O)O)(=O)OO